1-[5-(difluoromethyl)-1,3,4-thiadiazol-2-yl]-N-(3-methyloxetan-3-yl)-4-(piperazin-1-yl)indazole-6-sulfonamide FC(C1=NN=C(S1)N1N=CC2=C(C=C(C=C12)S(=O)(=O)NC1(COC1)C)N1CCNCC1)F